FC(C(C(C(C(C(F)(F)F)(F)F)(F)F)(F)F)OCC)(F)F 1,1,1,3,3,4,4,5,5,6,6,6-dodecafluoro-2-ethoxyhexane